O[C@H]1[C@@H](O[C@@H]([C@H]1O)CO)N1N=C(N=C1)C(=O)N 1-[(2R,3R,4S,5R)-3,4-dihydroxy-5-(hydroxymethyl)oxolan-2-yl]-1,2,4-triazole-3-carboxamide